ClC1=NC(=CC=C1NC(C)=O)C1=C2C(=NC=C1)NC=C2 N-(2-chloro-6-(1H-pyrrolo[2,3-b]pyridin-4-yl)pyridin-3-yl)acetamide